(2S,3aR,5R,7aR)-7a-methyl-2-(4-nitrophenoxy)-5-(prop-1-en-2-yl)hexahydrobenzo[d][1,3,2]oxathiaphosphole 2-sulfide C[C@@]12[C@H](S[P@](O1)(OC1=CC=C(C=C1)[N+](=O)[O-])=S)C[C@@H](CC2)C(=C)C